CN[C@H](C(C)C)C(=O)O N-methyl-D-Valine